1-[3-acetyl-6-[6-bromo-5-[4-(oxetan-3-yl)piperazin-1-yl]benzimidazol-1-yl]-2-pyridinyl]-5-methyl-pyrazole-3-carbonitrile C(C)(=O)C=1C(=NC(=CC1)N1C=NC2=C1C=C(C(=C2)N2CCN(CC2)C2COC2)Br)N2N=C(C=C2C)C#N